O=C1NC(CCC1N1C(C2=CC(=C(C(=C2C1=O)F)N1C(C(NC(C1([2H])[2H])([2H])[2H])([2H])[2H])([2H])[2H])F)=O)=O 2-(2,6-dioxopiperidin-3-yl)-4,6-difluoro-5-(piperazin-1-yl-2,2,3,3,5,5,6,6-d8)isoindoline-1,3-dione